NCC1=CC(=C(C=C1)NC(=O)C1=CC2=C(OCCC3=C2SC=C3)C=C1C=1C(=NC(=CC1)C(NCCC)=O)C(=O)O)CC(=O)O 3-(9-((4-(aminomethyl)-2-(carboxymethyl)phenyl)carbamoyl)-4,5-dihydrobenzo[b]thieno[2,3-d]oxepin-8-yl)-6-(propylcarbamoyl)picolinic acid